tert-butyl (4-(5-chloro-3-(ethylthio)-1-((1-isopropyl-1H-1,2,3-triazol-4-yl)methoxy)-7,9-dihydrofuro[3,4-f]quinazolin-6-yl)-3-cyano-7-fluorobenzo[b]thiophen-2-yl)carbamate ClC1=C(C2=C(C=3C(=NC(=NC13)SCC)OCC=1N=NN(C1)C(C)C)COC2)C2=CC=C(C=1SC(=C(C12)C#N)NC(OC(C)(C)C)=O)F